3'-cyclobutyl-5'-(4-fluorophenyl)-N-(5-((1R,5S)-8-methyl-3,8-diazabicyclo[3.2.1]octan-3-yl)pyridin-2-yl)-1H,3'H-[2,4'-biimidazole]-4-carboxamide C1(CCC1)N1C=NC(=C1C=1NC=C(N1)C(=O)NC1=NC=C(C=C1)N1C[C@H]2CC[C@@H](C1)N2C)C2=CC=C(C=C2)F